FC(CNC1=NC(C(=C2N1C=CC(=C2)C(F)(F)F)C2=CC(=CC=C2)F)=O)F ((2,2-difluoroethyl)amino)-4-(3-fluorophenyl)-6-(trifluoromethyl)-3H-pyrido[1,2-C]pyrimidin-3-one